ClC1=CC=C(C=C1)[C@@]1(N(C(C2=CC(=CC(=C12)F)C(C)(C=1C=NN(C1)C)O)=O)CC1=NC=C(C=C1)C)OCC1(CC1)O (3R)-3-(4-Chlorophenyl)-4-fluoro-6-[1-hydroxy-1-(1-methyl-1H-pyrazol-4-yl)ethyl]-3-[(1-hydroxycyclopropyl)methoxy]-2-[(5-methylpyridin-2-yl)methyl]-2,3-dihydro-1H-isoindol-1-on